CN1C(=CC(=C1C)C(N(C1=CC=CC=C1)C)=O)C=1C=C2CCN(CC2=CC1C(=O)N1CC2=CC=CC=C2C[C@H]1C)C(=O)N(C1=CC=CC=C1)C 6-{1,5-dimethyl-4-[methyl-(phenyl)carbamoyl]-1H-pyrrol-2-yl}-N-methyl-7-{[(3R)-3-methyl-3,4-dihydroisoquinolin-2(1H)-yl]carbonyl}-N-phenyl-3,4-dihydroisoquinoline-2(1H)-carboxamide